C(CCCCCCC)C(C(CCCCCCCC)O)O.[Na] sodium dioctylethylene glycol